C(C)N1N=C(C(=C1)C=1C=C2C(=NC1)CN(C2=O)C=2N=NC(=CC2)OC2CC(NC(C2)(C)C)(C)C)C(F)(F)F 3-(1-ethyl-3-(trifluoromethyl)-1H-pyrazol-4-yl)-6-(6-((2,2,6,6-tetramethylpiperidin-4-yl)oxy)pyridazin-3-yl)-6,7-dihydro-5H-pyrrolo[3,4-b]pyridin-5-one